NCCC1=CC=C(C=C1)N(C(CN1N=NC2=C1C=CC=C2)=O)CC2=CC(=CC(=C2)F)F N-[4-(2-aminoethyl)phenyl]-2-(benzotriazol-1-yl)-N-[(3,5-difluorophenyl)methyl]acetamide